CN(C=1C=C2C(=CC(N(C2=CC1)C)=O)C(F)(F)F)C 6-(dimethylamino)-1-methyl-4-(trifluoromethyl)quinolin-2(1H)-one